NCC1(CN(CC1F)C(=O)OC(C)(C)C)O tert-butyl 3-(aminomethyl)-4-fluoro-3-hydroxypyrrolidine-1-carboxylate